C(C)(C)(C)OC(=O)N1C[C@@H](N(CC1)C(=O)C1=NC=C(C=C1Cl)C(F)(F)F)CO.S12(C=NC=C1N2)=O thiazolelactam (R)-tert-butyl-4-(3-chloro-5-(trifluoromethyl)pyridinoyl)-3-(hydroxymethyl)piperazine-1-carboxylate